1-(2-(5-fluoro-2-methoxypyridin-4-yl)-5-methylphenyl)-2,2-dimethylpropan-1-ol FC=1C(=CC(=NC1)OC)C1=C(C=C(C=C1)C)C(C(C)(C)C)O